FC=1C(=NC=C(C1)F)OCC(C(=O)NC1CCN(CC1)C)(C)C 3-((3,5-difluoropyridin-2-yl)oxy)-2,2-dimethyl-N-(1-methylpiperidin-4-yl)propionamide